O=CC[C@H](C1=CC=C(C=C1)N1C(OCC1)=O)NC(OC(C)(C)C)=O tert-butyl (R)-(3-oxo-1-(4-(2-oxooxazolidin-3-yl)phenyl)propyl)carbamate